C(#C)C=1C(=CC=C2C=C(C=C(C12)C1CC=2N=C(N=C(C2CO1)N1CCOC[C@H](C1)NC(C=C)=O)OCC1(CC1)CN1CCOCC1)O)F N-((6S)-4-(7-(8-ethynyl-7-fluoro-3-hydroxynaphthalen-1-yl)-2-((1-(morpholinomethyl)cyclopropyl)methoxy)-7,8-dihydro-5H-pyrano[4,3-d]pyrimidin-4-yl)-1,4-oxazepan-6-yl)acrylamide